C(C)(C)(C)OC(COC1=CC=C(OC=2C=C(C(=O)OC)C=CC2)C=C1)=O methyl 3-(4-(2-(tert-butoxy)-2-oxoethoxy)phenoxy)benzoate